4-(2,4-difluorophenyl)-8-(2-methylphenyl)-7-oxido-1,7-naphthyridin-7-ium FC1=C(C=CC(=C1)F)C1=CC=NC2=C([N+](=CC=C12)[O-])C1=C(C=CC=C1)C